CSSC1=CC=CC=C1 o-methylthiomercaptobenzene